ClC=1C=C(C=C(C1)NS(=O)(=O)C)NC(=O)C1=CN(C(=C1)C1=NC=C(C=C1)N1CCOCC1)CC N-(3-chloro-5-(methylsulfonamido)phenyl)-1-ethyl-5-(5-morpholinopyridin-2-yl)-1H-pyrrole-3-carboxamide